C(#N)C1=NC2=CC(=CC=C2N=C1N1CC2(CC2(F)F)C1)C 2-cyano-3-(1,1-difluoro-5-azaspiro[2.3]hexan-5-yl)-7-methylquinoxalin